CC1=C(C=C(O1)C(=O)NC1=NC(=NS1)CN1CCOCC1)C1=CC(=CC=C1)OC(F)(F)F 5-Methyl-N-(3-(morpholinylmethyl)-1,2,4-thiadiazol-5-yl)-4-(3-(trifluoromethoxy)phenyl)furan-2-Formamide